3-fluoro-N-[3-(7-{[(3S,4R)-3-fluoro-1-methylpiperidin-4-yl]amino}-3-(2,2,2-trifluoroethyl)pyrazolo[1,5-a]pyridin-2-yl)prop-2-yn-1-yl]benzamide FC=1C=C(C(=O)NCC#CC2=NN3C(C=CC=C3N[C@H]3[C@H](CN(CC3)C)F)=C2CC(F)(F)F)C=CC1